(S)-1-(2-fluorophenyl)-3-(1-(naphthalen-1-yl)ethyl)thiourea FC1=C(C=CC=C1)NC(=S)N[C@@H](C)C1=CC=CC2=CC=CC=C12